(S)-N-(5-(benzyloxy)pyridin-2-yl)-2-((S)-4,4-difluoro-3-(6-oxo-1,6-dihydropyridin-3-yl)piperidin-1-yl)propanamide C(C1=CC=CC=C1)OC=1C=CC(=NC1)NC([C@H](C)N1C[C@@H](C(CC1)(F)F)C1=CNC(C=C1)=O)=O